1-[(1-benzyl-4-hydroxypiperidin-4-yl)-methyl]-pyridin-2(1H)-one hydrochloride Cl.C(C1=CC=CC=C1)N1CCC(CC1)(O)CN1C(C=CC=C1)=O